4-amino-N-[4-(methoxymethyl)phenyl]-7-(1-methylcyclopropyl)-6-(pyridine-3-ylethynyl)-7H-Pyrrolo[2,3-d]pyrimidin-5-carboxamide NC=1C2=C(N=CN1)N(C(=C2C(=O)NC2=CC=C(C=C2)COC)C#CC=2C=NC=CC2)C2(CC2)C